Saccharin Natrium [Na].S1(=O)(=O)NC(=O)C2=CC=CC=C12